NC1=CC=C(C(=N1)CC)CNC([C@H](C)NC(=O)[C@@H]1N(C[C@H](C1)C1=CC=CC=C1)C(=O)OC(C)(C)C)=O tert-butyl (2r,4r)-2-(((S)-1-(((6-amino-2-ethylpyridin-3-yl) methyl) amino)-1-oxopropan-2-yl) carbamoyl)-4-phenylpyrrolidine-1-carboxylate